butoxypyrrolidine-2-carboxylic acid C(CCC)ON1C(CCC1)C(=O)O